FC1(CCN(CC1)C=1N=C(SC1SC(C)C)N1N=C(C(=C1C(=O)O)C1=CC(=CC=C1)F)C)F 1-(4-(4,4-difluoropiperidin-1-yl)-5-(isopropylthio)thiazol-2-yl)-4-(3-fluorophenyl)-3-methyl-1H-pyrazole-5-carboxylic acid